3-[[5-tert-butyl-3-(1-phenylvinyl)-2-pyridyl]amino]-5,5-dimethyl-cyclohex-2-en-1-one C(C)(C)(C)C=1C=C(C(=NC1)NC1=CC(CC(C1)(C)C)=O)C(=C)C1=CC=CC=C1